5-(3-methanesulfonylpropyl)-4-[(1R,6R)-3-methyl-6-(prop-1-en-2-yl)cyclohex-2-en-1-yl]benzene-1,3-diol CS(=O)(=O)CCCC=1C(=C(C=C(C1)O)O)[C@@H]1C=C(CC[C@H]1C(=C)C)C